CN1C[C@@H]2[C@H](CC1)CCN2C=2C(N(C(=NN2)C2=C(C=C(C=C2)C(F)(F)F)O)C)=O 6-[(3aR,7aS)-6-Methyl-3,3a,4,5,7,7a-hexahydro-2H-pyrrolo[2,3-c]pyridin-1-yl]-3-[2-hydroxy-4-(trifluoromethyl)phenyl]-4-methyl-1,2,4-triazin-5-one